diethylmethyl(2-methoxyethyl)ammonium C(C)[N+](CCOC)(C)CC